tert-butyl 3-methoxy-4-phenyl-1H-pyrazole-1-carboxylate COC1=NN(C=C1C1=CC=CC=C1)C(=O)OC(C)(C)C